pentafluoroethyl 2-methyl-acrylate CC(C(=O)OC(C(F)(F)F)(F)F)=C